Cis-porphyrin C12=CC=C(N1)C=C1C=CC(=N1)C=C1C=CC(N1)=CC=1C=CC(N1)=C2